N1C(=NC2=C1C=CC=C2)C=2O[C@H]([C@@H](N2)C2=CC=CC=C2)C2=CC=CC=C2 (4S,5S)-2-(1H-benzo[d]imidazol-2-yl)-4,5-diphenyl-4,5-dihydro-oxazole